OC(CC1=CC=CC=C1)[C@@H]1N(CCOC1)C(=O)OC(C)(C)C tert-Butyl (3R)-3-(1-hydroxy-2-phenyl-ethyl)morpholine-4-carboxylate